S(C1=C(C=C(C(=C1)C(C)(C)C)O)C)C1=C(C=C(C(=C1)C(C)(C)C)O)C 4,4'-thio-bis-(6-tertiary butyl-3-methylphenol)